ClC=1C(=NC(=NC1)NC1CCOCC1)C1=CC=C2CN(C(C2=C1)=O)CC(N1CC2=C(N=CN=C2)CC1)=O 6-{5-chloro-2-[(Oxan-4-yl)amino]pyrimidin-4-yl}-2-{2-oxo-2-{5H,6H,7H,8H-pyrido[4,3-d]pyrimidin-6-yl}ethyl}-2,3-dihydro-1H-isoindol-1-one